N[C@H]1CC=CC[C@@H]1C1=C(C2=NC(=CC(=C2N1C(F)F)NCC=1SC=CC1)Cl)I 2-((1s,6s)-6-aminocyclohex-3-en-1-yl)-5-chloro-1-(difluoromethyl)-3-iodo-N-(thiophen-2-ylmethyl)-1H-pyrrolo[3,2-b]pyridin-7-amine